CC=1C=C2C=CC(=CN2C1C(=O)[O-])OCC1=NC=CC=C1.[K+] potassium 2-methyl-6-(pyridin-2-ylmethoxy)indolizine-3-carboxylate